FC1(CC1)CN1C2=C(OCC1=O)C(=CC(=C2)C(=O)N[C@H](C)C=2C=NC(=NC2)C(F)(F)F)C=2SC(=CN2)C (R)-4-((1-fluorocyclopropyl)methyl)-8-(5-methylthiazol-2-yl)-3-oxo-N-(1-(2-(trifluoromethyl)pyrimidin-5-yl)ethyl)-3,4-dihydro-2H-benzo[b][1,4]oxazine-6-carboxamide